2-(4-((1-benzyl-6-oxo-1,6-dihydropyridin-3-yl)oxy)-3,5-dimethylphenyl)-3,5-dioxo-2,3,4,5-tetrahydro-1,2,4-triazine-6-carbonitrile C(C1=CC=CC=C1)N1C=C(C=CC1=O)OC1=C(C=C(C=C1C)N1N=C(C(NC1=O)=O)C#N)C